C(C)(C)(C)OC(=O)N1C[C@@H](CCC1)N(C(C1=C(C=C(C=C1)C=1N=NN(C1)C)F)=O)C1=NC=CC2=C1C=C(S2)\C=C\C(=O)N.S2C(=CC=C2)C=2N=NSC2 thienyl-thiadiazole tert-butyl-(3R)-3-[[2-[(E)-3-amino-3-oxo-prop-1-enyl]thieno[3,2-c]pyridin-4-yl]-[2-fluoro-4-(1-methyltriazol-4-yl)benzoyl]amino]piperidine-1-carboxylate